[Ga].[Sc].[Gd] Gadolinium-Scandium-Gallium